4-methyl-3-decenol CC(=CCCO)CCCCCC